3-methyl-1-vinyl-1H-pyrazole CC1=NN(C=C1)C=C